3-(2-naphthyl)biphenyl C1=C(C=CC2=CC=CC=C12)C=1C=C(C=CC1)C1=CC=CC=C1